5-[3-({[(3R)-piperidin-3-yl]methyl}amino)-4-(trifluoromethyl)phenyl]-1,3,4-oxadiazol-2(3H)-one N1C[C@@H](CCC1)CNC=1C=C(C=CC1C(F)(F)F)C1=NNC(O1)=O